4-(5-Phenyl-oxazol-2-ylcarbonyl)piperidine-1-carboxylate C1(=CC=CC=C1)C1=CN=C(O1)C(=O)C1CCN(CC1)C(=O)[O-]